4-(1-((6-(2-hydroxypropan-2-yl)pyridin-2-yl)methyl)-1H-1,2,3-triazol-4-yl)-2-((4-Methoxybenzyl)amino)thieno[3,2-d]pyrimidine-7-carbonitrile OC(C)(C)C1=CC=CC(=N1)CN1N=NC(=C1)C=1C2=C(N=C(N1)NCC1=CC=C(C=C1)OC)C(=CS2)C#N